CC1=CC=C(C=C1)C(=CC=NO)C 3-(4-methylphenyl)-2-buten-1-aldoxime